tert-butyl N-[4-[[4-[4-(2,4-dioxohexahydropyrimidin-1-yl)-8-isoquinolyl]-1-piperidyl]methyl]cyclohexyl]carbamate O=C1N(CCC(N1)=O)C1=CN=CC2=C(C=CC=C12)C1CCN(CC1)CC1CCC(CC1)NC(OC(C)(C)C)=O